cyanoethyl-tri(trimethylsiloxy)silane C(#N)CC[Si](O[Si](C)(C)C)(O[Si](C)(C)C)O[Si](C)(C)C